NC1=NC=CC=C1C1=NC2=C(N1C1=CC=C(CNC(=O)C=3C(=C(C(=O)O)C=CC3)F)C=C1)C=C(C=C2)OC 3-((4-(2-(2-aminopyridin-3-yl)-6-methoxy-1H-benzo[d]imidazol-1-yl)benzyl)carbamoyl)-2-fluorobenzoic acid